3,9-bis(2,4-diisopropylphenylphenoxy)-2,4,8,10-tetraoxa-3,9-diphosphaspiro[5.5]undecane C(C)(C)C1=C(C=CC(=C1)C(C)C)C1=C(OP2OCC3(CO2)COP(OC3)OC3=C(C=CC=C3)C3=C(C=C(C=C3)C(C)C)C(C)C)C=CC=C1